COC(CCCCCCCOCC(COCCCCCCCCC1C(C1)CCCCCC(=O)OC)N(C)C)=O methyl-8-(2-(dimethylamino)-3-((8-(2-(6-methoxy-6-oxohexyl)cyclopropyl)octyl)oxy)propoxy)octanoate